N-((3-nitro-4-((((S)-1-(tetrahydro-2H-pyran-4-yl)pyrrolidin-3-yl)methyl)amino)phenyl)sulfonyl)-2',3',4',5'-tetrahydro-[1,1'-biphenyl]-4-carboxamide [N+](=O)([O-])C=1C=C(C=CC1NC[C@H]1CN(CC1)C1CCOCC1)S(=O)(=O)NC(=O)C1=CC=C(C=C1)C=1CCCCC1